C(C1=CC=CC=C1)C12CNCC(C1=NN(C2=O)C)(C)C 3a-Benzyl-2,7,7-trimethyl-4H,5H,6H-pyrazolo[4,3-c]pyridin-3-one